CC1=C2C(C(=CN(C2=NC(=C1)N1CC(C1)C(CC1=NC=CC=C1)=O)C1=NC=NS1)C(=O)O)=O 5-methyl-4-oxo-7-{3-[2-(pyridin-2-yl)acetyl]azetidin-1-yl}-1-(1,2,4-thiadiazol-5-yl)-1,4-dihydro-1,8-naphthyridine-3-carboxylic acid